C(C)(C)(C)OC(=O)N[C@H](CCS(=O)(=O)[O-])CC(C)C (S)-2-((tert-butoxycarbonyl) amino)-4-methylpentylmethanesulfonate